FC(OC1=NC(=CC=C1C#N)C)F 2-(difluoro-methoxy)-6-methyl-pyridine-3-carbonitrile